O1COCC2=C1C=CC=C2C(CN2C=NC=C2)=NO 1-(benzo[d][1,3]dioxin-5-yl)-2-(1H-imidazol-1-yl)ethan-1-one oxime